3-cyclobutyl-4-methyl-5-oxo-4,5-dihydro-1H-1,2,4-triazol-1-yl-5-fluoro-N-(2-fluoro-6-methyl-phenyl)-2-{[(2S)-1,1,1-trifluoropropan-2-yl]oxy}benzamide C1(CCC1)C1=NN(C(N1C)=O)C=1C(=C(C(=O)NC2=C(C=CC=C2C)F)C=C(C1)F)O[C@H](C(F)(F)F)C